2-[2-(aminomethyl)-3,3-difluoro-allyl]-4-(6-bromo-3-methyl-2-pyridinyl)-1,2,4-triazol-3-one NCC(CN1N=CN(C1=O)C1=NC(=CC=C1C)Br)=C(F)F